(Z)-2-(2,6-dioxopiperidin-3-yl)-5-(4-((4-(4-(1-(4-hydroxyphenyl)-2-phenylbut-1-en-1-yl)phenoxy)piperidin-1-yl)methyl)piperidin-1-yl)isoindoline-1,3-dione O=C1NC(CCC1N1C(C2=CC=C(C=C2C1=O)N1CCC(CC1)CN1CCC(CC1)OC1=CC=C(C=C1)\C(=C(\CC)/C1=CC=CC=C1)\C1=CC=C(C=C1)O)=O)=O